4-(5-cyano-2-methoxyphenyl)-N-(5-(3-(difluoromethyl)-4-fluorobenzoyl)-5,6-dihydro-4H-pyrrolo[3,4-d]thiazol-2-yl)-6-methylnicotinamide C(#N)C=1C=CC(=C(C1)C1=CC(=NC=C1C(=O)NC=1SC2=C(N1)CN(C2)C(C2=CC(=C(C=C2)F)C(F)F)=O)C)OC